tert-Butyl (4E)-4-(3-cyclohexylprop-2-ynylidene)-3,3-dimethyl-piperidine-1-carboxylate C1(CCCCC1)C#C\C=C/1\C(CN(CC1)C(=O)OC(C)(C)C)(C)C